ClC1=C(C=NN1C1CCS(CC1)(=NC)=O)[N+](=O)[O-] (1s,4s)-4-(5-chloro-4-nitro-1H-pyrazol-1-yl)-1-(methylimino)hexahydro-1λ6-thiopyran 1-oxide